C(#N)C1=CC(=C(C=C1)[C@H](C)C1=C(C=CC(=C1)C)S(=O)(=O)O)F (S)-1-(4-cyano-2-fluorophenyl)ethyl-4-methylbenzenesulfonic acid